C(C)(C)(C)[Si](OCCCC(CCCO[Si](C)(C)C(C)(C)C)N(C1=CC=CC=C1)C1=CC=C(C=C1)O[Si](C)(C)C(C)(C)C)(C)C {4-(tert-butyl-dimethyl-silanyloxy)-1-[3-(tert-butyl-dimethyl-silanyloxy)-propyl]-butyl}-[4-(tert-butyl-dimethyl-silanyloxy)-phenyl]-phenyl-amine